BrC=1C=C(C(=O)N)C=C(C1CO)C#N 3-bromo-5-cyano-4-(hydroxymethyl)benzamide